N1=CC(=CC=C1)C1=CN=CO1 5-(3-pyridyl)oxazole